C1(CC(CC(C1)C(=O)O)C(=O)O)C(=O)O 1,3,5-cyclohexane-tricarboxylic acid